5-chloro-2-methyl-1-oxa-8-thia-3-aza-dibenzo[e,h]azulene ClC1=CC2=C(SC3=C(C=4OC(=NC24)C)C=CC=C3)C=C1